C1(CCCC1)N1C2=NC(=NC(=C2N=C1)N)NC1=CC=C(C=C1)F cyclopentyl-N2-(4-fluorophenyl)-9H-purine-2,6-diamine